ClCCCC=1C=C2C(N(C(C2=CC1)=O)N1C(NC(CC1)=O)=O)=O 5-(3-chloropropyl)-2-(2,4-dioxotetrahydropyrimidin-1(2H)-yl)isoindoline-1,3-dione